2-methyl-2,8-diazaspiro[4.5]decane-1-one CN1C(C2(CC1)CCNCC2)=O